FC(C(=O)O)(F)F.FC(C(=O)O)(F)F.NC1=CC=C(C(=N1)C)CNC([C@H](C)NC(=O)[C@@H]1NC[C@H](C1)CC1=CC=C(C=C1)C=1C=NC=CC1)=O (2R,4S)-N-((S)-1-(((6-Amino-2-methylpyridin-3-yl)methyl)amino)-1-oxopropan-2-yl)-4-(4-(pyridin-3-yl)benzyl)pyrrolidine-2-carboxamide Di-trifluoroacetate salt